5-[(4-chlorophenyl)methyl]-4-[3-(trifluoromethoxy)phenoxy]-1,3,5,8-tetraazatricyclo[8.3.0.0[2,6]]tridec-2(6),3-diene-7,9-dione ClC1=CC=C(C=C1)CN1C(=NC=2N3CCCC3C(NC(C12)=O)=O)OC1=CC(=CC=C1)OC(F)(F)F